(Z)-(1-methyl-1H-tetrazol-5-yl)(phenyl)methanone oxime CN1N=NN=C1\C(=N/O)\C1=CC=CC=C1